FC1=C2C(SC(=C2)C(C#N)C#N)=C(C2=C1SC(=C2)C(C#N)C#N)F 2,2'-(4,8-difluorobenzo[1,2-b:4,5-b']dithiophene-2,6-diyl)bismalononitrile